P(=O)(OCCCCCCCCCOC(C=C)=O)(O)O acryloxynonyl dihydrogen phosphate